OC1=C(C=C(C=C1)NS(=O)(=O)C1=CC=C(C=C1)C)N1N=C2C=CC=CC2=C1 N-(4-hydroxy-3-(2H-indazol-2-yl)phenyl)-4-methylbenzenesulfonamide